C1(CC1)N1C=C(C(C2=CC=CC=C12)=O)C(=O)O 1-cyclopropyl-1,4-dihydro-4-oxo-quinoline-3-carboxylic acid